N1=C2C=C3C(C=CC=4C=5C=CC=CC5CC34)=C2C2=C(C=C1)C=CC=C2 azabenzoazulenofluorene